CCC(CCCC)=O methyl-2-hexanone